C(C)(C)OC=1C=2N(C=NC1C=1C=NNC1)N=C(N2)NC2=CC=C(C=C2)S(=O)(=O)Cl 4-{[8-isopropoxy-7-(1H-pyrazol-4-yl)-[1,2,4]triazolo[1,5-c]pyrimidin-2-yl]amino}benzenesulfonyl chloride